FC=1C=C(C=CC1F)N1C(CCC[C@H]1C1=NC2=C(N1C1CCC(CC1)(C)O)C=CC(=C2)C2=C(N=CN2C)C)=O (S)-1-(3,4-difluorophenyl)-6-(5-(1,4-dimethyl-1H-imidazol-5-yl)-1-(cis-4-hydroxy-4-methylcyclohexyl)-1H-benzo[d]imidazol-2-yl)piperidin-2-one